CC=1N=C(SC1S(=O)(=O)N)C1(OCCO1)C 4-methyl-2-(2-methyl-1,3-dioxolan-2-yl)-1,3-thiazole-5-sulfonamide